6-bromo-2-isopropyl-4-(methylthio)pyridin-3-amine BrC1=CC(=C(C(=N1)C(C)C)N)SC